N-[5-(2-chloro-4-hydroxyphenyl)-1H-indazol-3-yl]piperidine-3-carboxamide hydrochloride Cl.ClC1=C(C=CC(=C1)O)C=1C=C2C(=NNC2=CC1)NC(=O)C1CNCCC1